1-{3-[(1R)-1-{[6-bromo-2-(difluoromethyl)pyrido[3,4-d]pyrimidin-4-yl]amino}ethyl]-2-fluorophenyl}-1,1-difluoro-2-methylpropan-2-ol BrC1=CC2=C(N=C(N=C2N[C@H](C)C=2C(=C(C=CC2)C(C(C)(O)C)(F)F)F)C(F)F)C=N1